3-[3-[[ethyl(methyl)sulfamoyl]amino]-2,6-difluoro-benzoyl]-4-fluoro-1H-pyrrolo[2,3-b]pyridine C(C)N(S(=O)(=O)NC=1C(=C(C(=O)C2=CNC3=NC=CC(=C32)F)C(=CC1)F)F)C